C1(CC1)N1C=C2C(NNC(C2=CC1=O)=O)=O 6-Cyclopropyl-2,3-dihydropyrido[3,4-d]pyridazin-1,4,7(6H)-trione